C(C)(C)N1N=C(C(=C1)C(=O)N1CC2=C(C=C(C=C2CC1)C=1C=C2C(=NC1)NC=C2C)[C@H]2NCCC2)C(F)(F)F (S)-[1-Isopropyl-3-(trifluoromethyl)-1H-pyrazol-4-yl]-[6-(3-methyl-1H-pyrrolo[2,3-b]pyridin-5-yl)-8-[Pyrrolidin-2-yl]-3,4-dihydroisoquinolin-2(1H)-yl]methanone